C1(CCCC1)[C@H](C1=CC=CC(=N1)C=1N=NN(C1)C1=C(C=C(C=C1)NS(=O)(=O)CCO)N1CCC2(CC2)CC1)O (R)-N-(4-(4-(6-(cyclopentyl(hydroxy)methyl)pyridin-2-yl)-1H-1,2,3-triazol-1-yl)-3-(6-azaspiro[2.5]octan-6-yl)phenyl)-2-hydroxyethane-1-sulfonamide